COCCN1C=NC2=C1C=C(C=C2)C(=O)O 1-(2-methoxyethyl)-1H-benzo(d)imidazole-6-carboxylic acid